C(C1=CC=CC=C1)(=O)C1=CC=C(C=C1)SC1=CC=C(C=C1)CC(C)(S(=O)(=O)C1=CC=C(C=C1)C)C 1-[4-(4-benzoylphenylsulfanyl)phenyl]-2-methyl-2-(4-methylphenyl)sulfonyl-propane